S1C(=CC=C1)C1=C(C=C(C=C1)C=1SC=CC1)C(O)(C1=CC=C(C=C1)CCCCCC)C1=CC=C(C=C1)CCCCCC (2,5-di-thiophen-2-yl-phenyl)-bis-(4-hexyl-phenyl)-methanol